iron gold platinum [Pt].[Au].[Fe]